COC(=O)C1=NC=C2C(=N1)NN=C2 1H-pyrazolo[3,4-d]pyrimidine-6-carboxylic acid methyl ester